5-({2-[4-{5-chloro-2-[1-(difluoromethyl)-1H-pyrazol-4-yl]phenyl}-5-methoxy-2-oxopyridin-1(2H)-yl]-4-methoxybutyryl}amino)pyridine-2-carboxamide ClC=1C=CC(=C(C1)C1=CC(N(C=C1OC)C(C(=O)NC=1C=CC(=NC1)C(=O)N)CCOC)=O)C=1C=NN(C1)C(F)F